4-(((1r,4r)-4-aminocyclohexyl)amino)-6-(1H-imidazol-1-yl)-1-methylquinolin-2(1H)-one dihydrochloride Cl.Cl.NC1CCC(CC1)NC1=CC(N(C2=CC=C(C=C12)N1C=NC=C1)C)=O